6-(3-(difluoromethyl)-1H-pyrazol-4-yl)-2-(3-methoxybenzyl)isoquinolin-1(2H)-one FC(C1=NNC=C1C=1C=C2C=CN(C(C2=CC1)=O)CC1=CC(=CC=C1)OC)F